2-(6-methyl-3-pyridinyl)acetic acid CC1=CC=C(C=N1)CC(=O)O